4-chloro-2-(2-chloro-methyl-propyl)-5-[(6-iodo-3-pyridyl)methoxy]pyridazin-3-one ClC=1C(N(N=CC1OCC=1C=NC(=CC1)I)C(C(C)Cl)C)=O